S(C1=CC=CC=C1)[NH3+] thiophenoxyammonium